BrC=1C=NC=2CCN(CC2C1)C1=NC(=NC(=C1C)Cl)COC 3-bromo-6-(6-chloro-2-(methoxymethyl)-5-methylpyrimidin-4-yl)-5,6,7,8-tetrahydro-1,6-naphthyridine